(2-(dimethylamino)ethyl)-2-(3-fluorophenyl)-5-(2-nitrophenyl)oxazole-4-carboxamide CN(CCNC(=O)C=1N=C(OC1C1=C(C=CC=C1)[N+](=O)[O-])C1=CC(=CC=C1)F)C